ethyl (6R)-6-[4-[3-[1-(2-methoxyethyl)pyrazol-4-yl]-2-pyridyl]piperazin-1-yl]-2-azaspiro[3.4]octane-2-carboxylate COCCN1N=CC(=C1)C=1C(=NC=CC1)N1CCN(CC1)[C@H]1CC2(CN(C2)C(=O)OCC)CC1